butyl 3-(3-cyanobenzamido)benzo[d]isoxazol-5-ylcarbamate C(#N)C=1C=C(C(=O)NC2=NOC3=C2C=C(C=C3)NC(OCCCC)=O)C=CC1